(3R)-3-amino-5-[(4-chlorophenyl)methyl]-7-[5-[(1-ethynylcyclohexyl)amino]-1,3,4-oxadiazol-2-yl]-8-fluoro-1,1-dioxo-2,3-dihydro-1lambda6,5-benzothiazepin-4-one N[C@H]1CS(C2=C(N(C1=O)CC1=CC=C(C=C1)Cl)C=C(C(=C2)F)C=2OC(=NN2)NC2(CCCCC2)C#C)(=O)=O